C(C(O)C)(=O)O.C(C1=CC=CC=C1)NC(C(C)N1C(C(CC1=O)N(C)C)=O)=O N-benzyl-2-(3-(dimethylamino)-2,5-dioxopyrrolidin-1-yl)propanamide lactate